F[C@H]1C[C@@H](NC1)C1=C(C=CC(=C1)F)OC (2r,4s)-4-fluoro-2-(5-fluoro-2-methoxyphenyl)pyrrolidine